COC(=O)C1C(N(C2=C(C=C1)C=CC=C2)C)N2N=C(C=C2)O 1-methyl-(3-hydroxy-1H-pyrazolyl)-2,3-dihydro-1H-benzazepine-3-Carboxylic acid methyl ester